2-(6-methoxybenzofuran-3-yl)acetic acid COC1=CC2=C(C(=CO2)CC(=O)O)C=C1